N-((1,2,3,5,6,7-Hexahydro-s-indacen-4-yl)carbamoyl)-1-methyl-5-((methyl(2,2,2-trifluoroethyl)amino)methyl)-1H-pyrazole-3-sulfonamide, sodium salt [Na].C1CCC2=C(C=3CCCC3C=C12)NC(=O)NS(=O)(=O)C1=NN(C(=C1)CN(CC(F)(F)F)C)C